COC=1C=C(C=CC1OC)C1=NC2=C(N1)C=C(C(=C2)F)C2C[C@@H](N(CC2)C2CCNCC2)C(C)C 2-(3,4-dimethoxyphenyl)-5-fluoro-6-(r-isopropyl-[1,4'-bipiperidin]-4-yl)-1H-benzo[d]imidazole